CC1=C(C(=NC1C=C)/C=C\\2/C(=C(/C(=C/C3=C(C(=C(N3)/C=C\\4/C(=C(C=N4)C=C)C)C)CCC(=O)O)/N2)CCC(=O)O)C)C=C The molecule is a linear tetrapyrrole obtained by degradation of heme by an enzyme isolated from Escherichia coli O157:H7. It is a linear tetrapyrrole and a dicarboxylic acid. It is a tautomer of an anaerobilin dizwitterion.